C(CC(C)C)N1CCC2(CN(C(C(O2)(C)C)=O)CCC)CC1 9-isopentyl-2,2-dimethyl-4-propyl-1-oxa-4,9-diazaspiro[5.5]undecan-3-one